BrC=1C=CC(=C(C1)O)CC1(CC1)CO 5-bromo-2-((1-(hydroxymethyl)cyclopropyl)methyl)phenol